O=C1NCC2=CC=CC=C2C12CNC(C2)C(=O)OC methyl 3-oxo-2,3-dihydro-1H-spiro[isoquinoline-4,3'-pyrrolidine]-5'-carboxylate